C1(CC1)[C@]12CNC[C@H](CC1)N2C(=O)OC(C)(C)C tert-butyl (1s,5s)-1-cyclopropyl-3,8-diazabicyclo[3.2.1]octane-8-carboxylate